3-((3-((7-(((1R,2S,4R)-1,7,7-trimethylbicyclo[2.2.1]heptan-2-yl)amino)heptyl)amino)phenyl)amino)piperidine-2,6-dione C[C@@]12[C@H](C[C@@H](CC1)C2(C)C)NCCCCCCCNC=2C=C(C=CC2)NC2C(NC(CC2)=O)=O